5-[2-(2,6-dichlorophenyl)-5-phenyl-1H-imidazol-4-yl]-3-isobutyl-3H-imidazo[4,5-b]pyridin-2-ylamine mesylate S(C)(=O)(=O)O.ClC1=C(C(=CC=C1)Cl)C=1NC(=C(N1)C1=CC=C2C(=N1)N(C(=N2)N)CC(C)C)C2=CC=CC=C2